2-{3-[(3aR,6aS)-3a,6a-dimethyl-tetrahydrofuro[3,4-c]pyrrol-5-yl]propyl}-6,12-dibromo-13-methyl-9-oxa-2,4-diazatricyclo[8.4.0.0^{3,8}]tetradeca-1(10),3(8),4,6,11,13-hexaene C[C@@]12[C@@](CN(C1)CCCN1C=3C=C(C(=CC3OC=3C=C(C=NC13)Br)Br)C)(COC2)C